3-bromo-1-(3-((difluoromethoxy)methyl)bicyclo[1.1.1]pentan-1-yl)-1H-pyrazole BrC1=NN(C=C1)C12CC(C1)(C2)COC(F)F